1-[(2S)-2-methyl-3-mercapto-propionyl]-L-proline methyl ester COC([C@H]1N(CCC1)C([C@@H](CS)C)=O)=O